CN(C(C)=O)[Si](C)(C)C N-Methyl-N-trimethylsilylacetamide